S(=O)(=O)(ON1[C@@H]2CC[C@H](N(C1=O)C2)C(NC(CN2CCN(CC2)C)=O)=N)[O-].[Na+] Sodium (2S,5R)-2-(N-(2-(4-methylpiperazin-1-yl)acetyl)carbamimidoyl)-7-oxo-1,6-diazabicyclo[3.2.1]octan-6-yl Sulfate